4-bromo-7-(trifluoromethyl)-1,3-benzothiazol-2-amine BrC1=CC=C(C2=C1N=C(S2)N)C(F)(F)F